8-iodohypoxanthine IC1=NC=2N=CNC(C2N1)=O